2-(4-hydroxy-piperidin-1-yl)-ethanesulfonic acid (4-{5-amino-6-[1-(2,6-dichloro-3-fluoro-phenyl)-ethoxy]-pyrazin-2-yl}-phenyl)-amide NC=1N=CC(=NC1OC(C)C1=C(C(=CC=C1Cl)F)Cl)C1=CC=C(C=C1)NS(=O)(=O)CCN1CCC(CC1)O